15-Bromo-1-pentadecene BrCCCCCCCCCCCCCC=C